FC1(CN(C1)C(=O)N1[C@H]([C@H](CC1)NS(=O)(=O)C)CC=1C=C(C=CC1)C1=CC(=CC=C1)F)F N-((2S,3S)-1-((3,3-difluoroazetidin-1-yl)carbonyl)-2-((3'-fluorobiphenyl-3-yl)methyl)pyrrolidin-3-yl)methanesulfonamide